2-(acetoxymethyl)-4-(2-((3S)-7-(3-chloro-2-fluoro-6-(1H-tetrazol-1-yl)phenyl)-5-oxo-1,2,3,5,8,8a-hexahydroindolizin-3-yl)-1H-imidazol-5-yl)-3-fluoropyridine 1-oxide C(C)(=O)OCC1=[N+](C=CC(=C1F)C1=CN=C(N1)[C@@H]1CCC2CC(=CC(N12)=O)C1=C(C(=CC=C1N1N=NN=C1)Cl)F)[O-]